C(OCC1=CC=CC=C1)(OCC([C@H](C[C@H]1C(NCC1)=O)NC([C@@H](NC(=O)C=1NC2=CC=CC(=C2C1)OC)CC(C)C)=O)=O)=O Benzyl (3S)-3-({N-[(4-methoxy-1H-indol-2-yl)carbonyl]-L-leucyl}amino)-2-oxo-4-[(3S)-2-oxopyrrolidin-3-yl]butyl carbonate